(1S,4R,5S)-4-((6-Chloropyridin-3-yl)methyl)-2-(3-(3-methoxypyridazin-4-yl)-1H-pyrazol-5-yl)-2-azabicyclo[3.1.0]hexan-3-one ClC1=CC=C(C=N1)C[C@H]1C(N([C@H]2C[C@@H]12)C1=CC(=NN1)C1=C(N=NC=C1)OC)=O